[N+](=O)([O-])C1=C(C(=O)NC2=C(C=CC=C2)C(NCCC2=CC=CC=C2)=O)C=CC=C1 2-nitro-N-(2-(phenethylcarbamoyl)phenyl)benzamide